ClC1=C(C=CC=C1Cl)C1=NNC2=NC(=C(N=C21)C=C)N2CCC(CC2)(C)NC(OC(C)(C)C)=O tert-butyl (1-(3-(2,3-dichlorophenyl)-5-vinyl-1H-pyrazolo[3,4-b]pyrazin-6-yl)-4-methylpiperidin-4-yl)carbamate